O[C@H]1[C@@H](O[C@@H]([C@H]1O)CO)N1C(N2C(=CN=C2C=C1)CC(CCCCCCCC(=O)O)=O)=O 10-{5-[(2R,3R,4S,5R)-3,4-Dihydroxy-5-(hydroxymethyl)tetrahydrofur-2-yl]-4-oxo-1,3a,5-triaza-5H-inden-3-yl}-9-oxodecanoic acid